5-Methoxy-4H-chromen-4-one COC1=C2C(C=COC2=CC=C1)=O